BrC1=C(C=C2NC(C(NC2=C1F)=O)(C)C)F 7-bromo-6,8-difluoro-3,3-dimethyl-3,4-dihydro-1H-quinoxalin-2-one